5-tert-butyl-3-phenyl-2-(2,2,2-trifluoroethyl)benzofuran C(C)(C)(C)C=1C=CC2=C(C(=C(O2)CC(F)(F)F)C2=CC=CC=C2)C1